tert-butyl 4-(6-(6-methoxy-5-nitropyridin-3-yl)pyrido[3,2-d]pyrimidin-4-yl)-3,6-dihydropyridine-1(2H)-carboxylate COC1=C(C=C(C=N1)C=1C=CC=2N=CN=C(C2N1)C=1CCN(CC1)C(=O)OC(C)(C)C)[N+](=O)[O-]